1-(2,6-dichlorophenyl)-4-((4-(1-(2,2-difluoroethyl)-1H-imidazol-2-yl)phenyl)amino)-1H-pyrazole-3-carboxamide ClC1=C(C(=CC=C1)Cl)N1N=C(C(=C1)NC1=CC=C(C=C1)C=1N(C=CN1)CC(F)F)C(=O)N